(R)-4-(1-cyclopropylethylamino)-2-(4-hydroxybicyclo[2.2.1]heptan-1-ylamino)pyrimidine-5-carboxamide C1(CC1)[C@@H](C)NC1=NC(=NC=C1C(=O)N)NC12CCC(CC1)(C2)O